N[C@@H](COC1=NC(=NC(=C1)C1=C(C=CC=C1C)C)NS(=O)(=O)C1=CC(=NN1C)C(=O)O)CC(C)(C)C 5-[[4-[(2R)-2-amino-4,4-dimethyl-pentoxy]-6-(2,6-dimethylphenyl)pyrimidin-2-yl]sulfamoyl]-1-methyl-pyrazole-3-carboxylic acid